3-{2-[(2S)-pyrrolidin-2-yl]phenyl}pyridine hydrochloride Cl.N1[C@@H](CCC1)C1=C(C=CC=C1)C=1C=NC=CC1